3-(4-pyrimidin-2-ylpyridazin-1-ium-1-yl)propionic acid bromide N1=C(N=CC=C1)C1=CN=[N+](C=C1)CCC(=O)Br